hydroxyl-pyruvate OCC(C(=O)[O-])=O